CC1=NC2=CC3=C(C=C2C(=N1)N[C@H](C)C1=C(C(=CC=C1)C(F)(F)F)C)OCC1(CO3)COC1 (R)-2'-methyl-N-(1-(2-methyl-3-(trifluoromethyl)phenyl)ethyl)-7'H,9'H-spiro[oxetane-3,8'-[1,4]dioxepino[2,3-g]quinazolin]-4'-amine